N1=C2C(=CC=C1)C(OCC2)=O 7,8-dihydro-5H-pyrano[4,3-b]pyridine-5-one